tert-Butyl (1R,3S)-3-hydroxy-1-[(2-methylpropane-2-sulfinyl)amino]-8-azaspiro[4.5]decane-8-carboxylate O[C@@H]1C[C@H](C2(C1)CCN(CC2)C(=O)OC(C)(C)C)NS(=O)C(C)(C)C